dimethyl (2-(benzo[d][1,3]dioxol-5-ylamino)-2-oxoethyl)phosphonate O1COC2=C1C=CC(=C2)NC(CP(OC)(OC)=O)=O